Tert-Butyl N-tert-butoxycarbonyl-N-(3-formylcyclobutyl)carbamate C(C)(C)(C)OC(=O)N(C(OC(C)(C)C)=O)C1CC(C1)C=O